4-(3-bromo-2-nitro-anilino)azepan-1-carboxylic acid tert-butyl ester C(C)(C)(C)OC(=O)N1CCC(CCC1)NC1=C(C(=CC=C1)Br)[N+](=O)[O-]